The molecule is an androstanoid that is testosterone substituted by a alpha-hydroxy group at position 15. A natural product found in Daphnia magna exposed to the biocide tributyltin. It has a role as a Daphnia magna metabolite and an androgen. It is a 3-oxo-Delta(4) steroid, a 17beta-hydroxy steroid, a 15alpha-hydroxy steroid and an androstanoid. It derives from a testosterone. C[C@]12CCC(=O)C=C1CC[C@@H]3[C@@H]2CC[C@]4([C@H]3[C@H](C[C@@H]4O)O)C